1-(2-chlorophenyl)-7-cyclopropyl-4-(3-ethynyl-pyrrolidin-1-yl)quinazolin-2(1H)-one ClC1=C(C=CC=C1)N1C(N=C(C2=CC=C(C=C12)C1CC1)N1CC(CC1)C#C)=O